O1CCN(CC1)C1=CC=C(C=C1)B(O)O (4-morpholinophenyl)boronic acid